NC=1N=C(C2=C(N1)N(C=C2)[C@H]2[C@@H]([C@@H]([C@H](O2)CO[P@@](=O)(OC2=CC=CC=C2)N[C@@H](C)C(=O)OC(C)C)O)O)NO isopropyl ((R)-(((2R,3S,4R,5R)-5-(2-amino-4-(hydroxyamino)-7H-pyrrolo[2,3-d]pyrimidin-7-yl)-3,4-dihydroxytetrahydrofuran-2-yl)methoxy)(phenoxy)phosphoryl)-L-alaninate